C(CCC(=O)OCC(CCCC)CC)(=O)OCC(CCCC)CC di(2-ethyl hexyl) succinate